di(dodecyltosyloxy) oxide C(CCCCCCCCCCC)C1=C(S(=O)(=O)OOOS(=O)(=O)C2=C(C=C(C)C=C2)CCCCCCCCCCCC)C=CC(=C1)C